azabicyclo[3.1.0]-hexane N12CCCC2C1